C1=CC=CC=2CCC3=C(OC4=C3CCCC4)C12 5,6,7,8,9,10-hexahydronaphtho[1,2-b]benzofuran